3-(4-(2-Methyloxazol-4-yl)-2,5-dioxoimidazolidin-4-yl)propionic acid tert-butyl ester C(C)(C)(C)OC(CCC1(NC(NC1=O)=O)C=1N=C(OC1)C)=O